3-{3-[3,5-bis(trifluoromethyl)phenyl]-1H-pyrazol-1-yl}propanoic acid FC(C=1C=C(C=C(C1)C(F)(F)F)C1=NN(C=C1)CCC(=O)O)(F)F